methyl-bis-octadecyl-[3-(diethoxysilyl)propyl]ammonium chloride [Cl-].C[N+](CCC[SiH](OCC)OCC)(CCCCCCCCCCCCCCCCCC)CCCCCCCCCCCCCCCCCC